O=C1NC(CCC1N1C(C2=CC=C(C=C2C1=O)C1CCN(CC1)C(=O)OC(C)(C)C)=O)=O tert-butyl 4-[2-(2,6-dioxo-3-piperidyl)-1,3-dioxo-isoindolin-5-yl]piperidine-1-carboxylate